2-((2-chlorophenyl)methyl)-4,4-dimethyl-3-isoxazolidinon ClC1=C(C=CC=C1)CN1OCC(C1=O)(C)C